FC1(CC1)N1N=CC(=C1)C(=O)O 1-(1-fluorocyclopropyl)-1H-pyrazole-4-carboxylic acid